3-(1'-(benzo[d][1,3]dioxol-4-ylmethyl)-6-oxo-6,8-dihydro-2H,7H-spiro[furo[2,3-e]isoindole-3,4'-piperidin]-7-yl)piperidine-2,6-dione O1COC2=C1C=CC=C2CN2CCC1(CC2)COC2=C3CN(C(C3=CC=C21)=O)C2C(NC(CC2)=O)=O